4-((4-(but-2-ynamido)-4-methylpiperidin-1-yl)methyl)-N-(4-(4-morpholino-7H-pyrrolo[2,3-d]pyrimidin-6-yl)phenyl)picolinamide C(C#CC)(=O)NC1(CCN(CC1)CC1=CC(=NC=C1)C(=O)NC1=CC=C(C=C1)C1=CC2=C(N=CN=C2N2CCOCC2)N1)C